BrC1=CC2=C(C(C(N2)=O)C)C=C1OC 6-Bromo-5-methoxy-3-methylbenzo[d]Azol-2(3H)-one